N-[5-(1-aminoethyl)-1-pyrimidin-2-yl-1,2,4-triazol-3-yl]carbamic acid tert-butyl ester C(C)(C)(C)OC(NC1=NN(C(=N1)C(C)N)C1=NC=CC=N1)=O